C(C)(C)(C)C1(N(CCN(C1)CCCC1=CC2=C(N(C(N2C)=O)C2C(NC(CC2)=O)=O)C=C1)C(=O)OCCNCCC)P(=O)(OC)OC 2-(N-propylamino)ethanol Tert-butyl-2-dimethoxyphosphoryl-4-[3-[1-(2,6-dioxo-3-piperidyl)-3-methyl-2-oxo-benzimidazol-5-yl]propyl]piperazine-1-carboxylate